5-(8-Methyl-3,6,10,13,16,19-hexaaza-bicyclo[6.6.6]icosan-1-ylamino)-5-oxopentanoic acid CC12CNCCNCC(CNCCNC1)(CNCCNC2)NC(CCCC(=O)O)=O